N(=C=S)C=1C=C(C(=CC1)C=CC=1C(=CC(=CC1)N=C=S)S(=O)(=O)O)S(=O)(=O)O 4,4'-diisothiocyanato-2,2'-stilbenedisulfonic acid